ClC1=CC=C(C=C1)[C@@]12OC3=C([C@@]1([C@H](C[C@H]2C2=CC(=CC=C2)F)NC(=O)N2CCCC2)O)C(=CC(=C3)OC)OC N-((1S,3S,3aR,8bS)-3a-(4-chlorophenyl)-3-(3-fluorophenyl)-8b-hydroxy-6,8-dimethoxy-2,3,3a,8b-tetrahydro-1H-cyclopenta[b]benzofuran-1-yl)pyrrolidine-1-carboxamide